CN1N=C(C(=C1C)O)C1=CC=C(C=C1)SCC 1,5-dimethyl-3-(4-(ethylthio)phenyl)-pyrazol-4-ol